C(C)(C)(C)OC(=O)N1CC(C1)CN1N=CC(=C1)NC1=NC=C(C(=N1)N1OCC[C@H]1C1=CC=CC=C1)C(F)(F)F.C(CCCCCCCCC)C1=C(C2=CC=CC=C2C=C1)CCCCCCCCCC di(decyl)naphthalene tert-butyl-(S)-3-((4-((4-(3-phenylisoxazolidin-2-yl)-5-(trifluoromethyl)pyrimidin-2-yl)amino)-1H-pyrazol-1-yl)methyl)azetidine-1-carboxylate